Cl.COC([C@H]1N(C[C@H](C1)N)C(=O)OC(C)(C)C)=O N-Boc-cis-4-amino-l-proline methyl ester hydrochloride